BrC1=C(C(=C(C=C1)O)CO)Cl 4-bromo-3-chloro-2-(hydroxymethyl)phenol